tert-butyl 1-(4-bromophenyl)-3-(cyanomethyl)-1,4,6,7-tetrahydro-5H-pyrazolo[4,3-c]pyridine-5-carboxylate BrC1=CC=C(C=C1)N1N=C(C=2CN(CCC21)C(=O)OC(C)(C)C)CC#N